FC(C=1C=C(\C=C/2\C(C=3C=CC(=CC3CC2)C(=O)N2CCN(CC2)C(CCCCC(=O)O)=O)=O)C=C(C1)C(F)(F)F)(F)F (E)-6-(4-(6-(3,5-bis(trifluoromethyl)-benzylidene)-5-oxo-5,6,7,8-tetra-hydronaphthalene-2-carbonyl)-piperazin-1-yl)-6-oxohexanoic acid